(3S)-3-(3',3'-difluoro-6-oxo-1'-((2-oxoindolin-5-yl)methyl)-6,8-dihydro-2H,7H-spiro[furo[2,3-e]isoindole-3,4'-piperidin]-7-yl)piperidine-2,6-dione FC1(CN(CCC12COC1=C3CN(C(C3=CC=C12)=O)[C@@H]1C(NC(CC1)=O)=O)CC=1C=C2CC(NC2=CC1)=O)F